(E)-6-methoxy-4-styryl-benzoxathiazine 2,2-dioxide COC=1C=CC2=C(C(=NS(O2)(=O)=O)\C=C\C2=CC=CC=C2)C1